6,8-dihydro-5H-[1,2,4]triazolo[4,3-a]pyrazin N=1N=CN2C1CNCC2